CC1=NN(C(C1C(=O)NC1=CC(=CC=C1)CCC)=O)C1=CC=CC=C1 3-methyl-5-oxo-1-phenyl-N-(3-propylphenyl)-4,5-dihydro-1H-pyrazole-4-carboxamide